CN(C(CCCCCCCC)=O)CC(C(C(C(CO)O)O)O)O N-methyl-N-(2,3,4,5,6-pentahydroxyhexyl)-nonanamide